dihexyl-tetradecylphosphonium C(CCCCC)[PH+](CCCCCCCCCCCCCC)CCCCCC